CC1=NN(C([C@]12[C@H](N(C1=CC=CC=C1[C@H]2C=C)S(=O)(=O)C2=CC=C(C)C=C2)C2=CC=CC=C2)=O)C2=CC=CC=C2 (2'R,4R,4'R)-3-methyl-1,2'-diphenyl-1'-tosyl-4'-vinyl-1',4'-dihydro-2'H-spiro[pyrazole-4,3'-quinolin]-5(1H)-one